(2S)-4-[(4S,5R)-5-fluoro-4-hydroxy-3-(trifluoromethyl)-1H,4H,5H,6H-cyclopenta[c]pyrazol-1-yl]-2-methylbutanenitrile F[C@H]1[C@H](C2=C(N(N=C2C(F)(F)F)CC[C@@H](C#N)C)C1)O